1-phenyl-2-thiocyano-1-propanol C1(=CC=CC=C1)C(C(C)SC#N)O